2-{2-(acetyloxy)-1-[4-chloro-3-(trifluoromethoxy)phenyl]ethylidene}hydrazine-carboxylate C(C)(=O)OCC(C1=CC(=C(C=C1)Cl)OC(F)(F)F)=NNC(=O)[O-]